2-acetylamino-4-(2-(2,5-dimethyl-1,2,3,4-tetrahydroisoquinolin-7-yl)-5-tosyl-5H-pyrrolo[2,3-b]pyrazin-7-yl)-N,N-dimethylbenzamide C(C)(=O)NC1=C(C(=O)N(C)C)C=CC(=C1)C1=CN(C2=NC=C(N=C21)C2=CC(=C1CCN(CC1=C2)C)C)S(=O)(=O)C2=CC=C(C)C=C2